2-(5-ethyl-7-oxo-6-(piperazin-1-yl)-2-(spiro[2.5]oct-5-en-6-yl)-[1,2,4]triazolo[1,5-a]pyrimidin-4(7H)-yl)-N-(4-(pentafluoro-λ6-sulfaneyl)phenyl)acetamide C(C)C=1N(C=2N(C(C1N1CCNCC1)=O)N=C(N2)C2=CCC1(CC1)CC2)CC(=O)NC2=CC=C(C=C2)S(F)(F)(F)(F)F